BrC1=CC(=C(C=C1)CCl)C 4-bromo-1-(chloromethyl)-2-methylbenzene